FC=1C=C(C=NC1)C(=NC1=CC=NN1)N 5-fluoro-N'-(1H-pyrazol-5-yl)pyridin-3-Formamidine